C12(CC1)CCC(C=1SC=CC12)CNC 1-(6,7-Dihydro-5H-spiro[benzo[b]thiophene-4,1'-cyclopropan]-7-yl)-N-methylmethanamine